[O-]S(=O)(=O)C(F)(F)F.[Dy+3].[O-]S(=O)(=O)C(F)(F)F.[O-]S(=O)(=O)C(F)(F)F Dysprosium(III) triflate